7-(7-(8-ethyl-7-fluoro-3-hydroxynaphthalen-1-yl)-8-fluoro-2-(((2R,7aS)-2-fluorohexahydro-1H-pyrrolizin-7a-yl)methoxy)quinazolin-4-yl)-2-thia-1,3,7-triazaspiro[4.5]decane 2,2-dioxide C(C)C=1C(=CC=C2C=C(C=C(C12)C1=CC=C2C(=NC(=NC2=C1F)OC[C@]12CCCN2C[C@@H](C1)F)N1CC2(CNS(N2)(=O)=O)CCC1)O)F